hexafluoropropyl (methyl)methyl-hexafluoropropyl ether CCC(C(F)(F)OC(C(C(F)(F)F)F)(F)F)(C(F)(F)F)F